ClC1=CC=C(C=C1)N(C1=CC2=C([C@@H](CCO2)CNC=2C=NC=CC2C(=O)O)C=C1)C 3-({[(4R)-7-[(4-chlorophenyl)(methyl)amino]-3,4-dihydro-2H-1-benzopyran-4-yl]methyl}amino)pyridine-4-carboxylic acid